FC1(CCC(CC1)NC1=NC(=NC=C1N1CCOCC1)N1N=C(C=C1C)C)F N-(4,4-difluorocyclohexyl)-2-(3,5-dimethyl-1H-pyrazol-1-yl)-5-morpholinopyrimidin-4-amine